O1CC(=CC1)B1OC(C)(C)C(C)(C)O1 2,5-dihydrofuran-3-boronic acid pinacol ester